NC1=C(C(=C(C(=N1)SC(C(=O)N)C1=CC=CC=C1)C#N)SC)C#N 2-((6-amino-3,5-dicyano-4-(methylthio)pyridin-2-yl)thio)-2-phenylacetamide